3-((3-bromophenyl)(methoxy)-methyl)-4-methyl-4H-1,2,4-triazole BrC=1C=C(C=CC1)C(C1=NN=CN1C)OC